FC1=C(C=CC2=C1OC1CCNC2C1)C(F)(F)F Rac-10-fluoro-9-(trifluoromethyl)-3,4,5,6-tetrahydro-2H-2,6-methanobenzo[b][1,5]oxazocine